N1C2=C(O[C@H](C1)[C@@H](C1=CC=CC=C1)NC[C@@H](C)C=1C=C(C=CC1F)CC(=O)O)N=CC=C2 |o1:15| 2-(3-((S or R)-1-(((R)-((R)-2,3-dihydro-1H-pyrido[2,3-b][1,4]oxazin-3-yl)(phenyl)methyl)amino)propan-2-yl)-4-fluorophenyl)acetic acid